1-(4-(aminomethyl)phenyl)-N-ethylmethaneamine NCC1=CC=C(C=C1)CNCC